C1(CCCCC1)CO cyclohexyl-methanol